tridecyl-dimethyl-ammonium borate B([O-])([O-])[O-].C(CCCCCCCCCCCC)[NH+](C)C.C(CCCCCCCCCCCC)[NH+](C)C.C(CCCCCCCCCCCC)[NH+](C)C